4-amino-N-(4-cyanophenyl)-2-methylthiothiazole-5-carboxamide NC=1N=C(SC1C(=O)NC1=CC=C(C=C1)C#N)SC